The molecule is a L-histidine derivative that is N(alpha),N(alpha),N(alpha)-trimethyl-L-histidine in which the hydrogen at position 2 on the imdazole ring is replaced by a mercapto group. A naturally occurring metabolite of histidine synthesized by bacteria and fungi with antioxidant properties. It is found ubiquitously in plants and animals and is present in many human foodstuffs. It has a role as an antioxidant, a fungal metabolite, a plant metabolite, a xenobiotic metabolite and a chelator. It is an amino-acid betaine, a L-histidine derivative and a sulfur-containing amino acid. It is a conjugate base of an ergothioneine(1+). It is a tautomer of an ergothioneine thione form. C[N+](C)(C)[C@@H](CC1=CNC(=S)N1)C(=O)[O-]